CC1CCC2=CC=3CCCC3C=C12 3-methyl-1,2,3,5,6,7-hexahydro-s-indacen